N-(2-methoxyethyl)-4-(4-(2-methoxyphenyl)piperidin-1-yl)-N-methyl-2-(1-methylcyclopropyl)quinazolin-6-amine COCCN(C=1C=C2C(=NC(=NC2=CC1)C1(CC1)C)N1CCC(CC1)C1=C(C=CC=C1)OC)C